ruthenium carbonyl-carbon monoxide C(=O)=C=O.[Ru]